trans-[4-[(5-chloro-2-methylpyridin-4-yl)methyl]cyclohexyl]-[(3S)-3-(6-methylpyridin-3-yl)-1,2-oxazolidin-2-yl]methanone ClC=1C(=CC(=NC1)C)C[C@@H]1CC[C@H](CC1)C(=O)N1OCC[C@H]1C=1C=NC(=CC1)C